N-(3-fluoro-4-((1-isopropyl-2-oxo-2,3-dihydro-1H-imidazo[4,5-b]pyridine-7-yl)oxy)phenyl)-1-(1-methylpiperidine-3-yl)-5-(trifluoromethyl)-1H-pyrazole-4-carboxamide FC=1C=C(C=CC1OC1=C2C(=NC=C1)NC(N2C(C)C)=O)NC(=O)C=2C=NN(C2C(F)(F)F)C2CN(CCC2)C